1-(3-aminophenyl)-3-methyl-7-(phenylamino)pyrimido[4,5-d]pyrimidine-2,4(1H,3H)-dione NC=1C=C(C=CC1)N1C(N(C(C=2C1=NC(=NC2)NC2=CC=CC=C2)=O)C)=O